C(CCCCCO)CCCC[C@H](CC(=O)O)O The molecule is a dihydroxy monocarboxylic acid that is 13-hydroxytridecanoic acid in which the pro-R hydrogen beta to the carboxy group is replaced by a hydroxy group. It is a 3-hydroxy carboxylic acid, an omega-hydroxy fatty acid, a dihydroxy monocarboxylic acid, a long-chain fatty acid and a (3R)-3-hydroxy fatty acid. It derives from a 13-hydroxytridecanoic acid.